ClC1=C(C=NN(C1=O)C1CCN(CC1)S(=O)(=O)N(C(F)F)C1=C(C=C(C=C1)C#N)F)NC[C@H]1COCC[S@@]1=O 4-(5-chloro-4-((((3S,4S)-4-oxido-1,4-oxathian-3-yl)methyl)amino)-6-oxopyridazin-1(6H)-yl)-N-(4-cyano-2-fluorophenyl)-N-(difluoromethyl)piperidine-1-sulfonamide